C(CC(=O)[O-])(=O)OC(C1=CC=CC=C1)NC1=CC=C(C=C1)S(NC1=NOC(=C1)C)(=O)=O (((4-(N-(5-methylisoxazol-3-yl) sulfamoyl) phenyl) amino) (phenyl) methyl) malonate